C(C1CO1)OC1=C(C2=CC(=CC=C2C=C1)OCC1CO1)CC1=C(C=CC2=CC=C(C=C12)OCC1CO1)OCC1CO1 bis[2,7-bis(glycidoxy)-1-naphthyl]methane